C1(CCCCC1)OC=1C=CC(=NC1)NC=1SC(=NN1)C1=NC=C(C=C1)OC N-(5-(cyclohexyloxy)-pyridin-2-yl)-5-(5-methoxypyridin-2-yl)-1,3,4-thiadiazol-2-amine